acridinethione C1C=CC2=NC3=CC=CC=C3C=C2C1=S